OC=1C(=C(OC1)C1=CC=CC=C1)O dihydroxyphenyl-furan